BrCC1=CC=C2C1=C(CC=1C(CCNC21)=O)C 7-Bromomethyl-6-methyl-1,2,3,5-tetrahydro-4H-cyclopentaquinolin-4-one